((1S,6R,7R)-3-(3-(7-chloro-1-methyl-1H-benzo[d]imidazol-6-yl)-1H-pyrazolo[3,4-b]pyrazin-6-yl)-7-(2,5-difluorophenyl)-3-azabicyclo[4.1.0]heptan-7-yl)methanamine ClC1=C(C=CC2=C1N(C=N2)C)C2=NNC1=NC(=CN=C12)N1C[C@@H]2[C@]([C@@H]2CC1)(C1=C(C=CC(=C1)F)F)CN